6-[3-(difluoromethyl)phenyl]-1-(2-pyridylmethyl)-3H-imidazo[4,5-b]Pyridine FC(C=1C=C(C=CC1)C=1C=C2C(=NC1)NCN2CC2=NC=CC=C2)F